methyl 4-(5-amino-4-((((4-fluorophenyl)methyl-d2)sulfonyl)oxy)-3-oxo-2,3-dihydrofuran-2-yl-2-d)benzoate NC1=C(C(C(O1)([2H])C1=CC=C(C(=O)OC)C=C1)=O)OS(=O)(=O)C([2H])([2H])C1=CC=C(C=C1)F